COC(=O)C=1NC2=CC(=CC(=C2C1)OC(C)C)N1CCCCC1 4-Isopropoxy-6-(1-piperidinyl)indole-2-carboxylic acid methyl ester